(S)-4,4,4-trifluoro-3-(4-fluorophenyl)-3-hydroxy-N-(1-(3-(2,2,2-trifluoroethoxy)phenyl)-cyclopropyl)butanamide FC([C@@](CC(=O)NC1(CC1)C1=CC(=CC=C1)OCC(F)(F)F)(O)C1=CC=C(C=C1)F)(F)F